[1,2,3]thiadiazol S1N=NC=C1